C(C)(C)(C)OC(NCC1=CC(=C(C=C1)CO)F)=O (3-fluoro-4-(hydroxymethyl)benzyl)carbamic acid tert-butyl ester